4-[7-[6-Amino-4-methyl-3-(trifluoromethyl)pyridin-2-yl]-6-chloro-2-(methylamino)quinazolin-4-yl]piperazine-1-carboxylic acid tert-butyl ester C(C)(C)(C)OC(=O)N1CCN(CC1)C1=NC(=NC2=CC(=C(C=C12)Cl)C1=NC(=CC(=C1C(F)(F)F)C)N)NC